FC(OC1=CC=C(C=C1)NC(=O)N1CCC2(CN(C2)C(=O)OC(C)(C)C)CC1)(F)F tert-Butyl 7-{[4-(trifluoromethoxy)phenyl]carbamoyl}-2,7-diazaspiro[3.5]nonane-2-carboxylate